OC1=C(C=C2C(N(C(N2C)=[Se])CCN2CCOCC2)=O)C=CC(=C1)O 2,4-dihydroxybenzylidene-1-methyl-3-(2-morpholinoethyl)-2-selenoxoimidazolidine-4-on